C(C)(C)(C)OC(=O)NCCCNC(NC=1C=C(C=CC1)C(C(=O)OCC1CCN(CC1)CC1=CC=CC=C1)(C1=CC=CC=C1)O)=O (1-benzylpiperidin-4-yl)methyl 2-(3-(3-(3-((tert-butoxycarbonyl)amino)propyl)ureido)phenyl)-2-hydroxy-2-phenylacetate